2-(2-fluoro-4-((trans)-4-hydroxypyrrolidin-2-yl)phenyl)-N-(3-(4-fluoropiperidin-1-yl)propyl)-6-methoxybenzo[d]imidazo[2,1-b]thiazole-7-carboxamide dihydrochloride Cl.Cl.FC1=C(C=CC(=C1)[C@@H]1NC[C@H](C1)O)C=1N=C2SC3=C(N2C1)C=C(C(=C3)C(=O)NCCCN3CCC(CC3)F)OC